(±)-cis-2-fluorocyclopropanecarboxylic acid F[C@@H]1[C@@H](C1)C(=O)O |r|